(1S,2R)-2-((tert-butyldimethylsilyl)oxy)-8-chloro-1,2,3,4-tetrahydronaphthalen-1-ol [Si](C)(C)(C(C)(C)C)O[C@H]1[C@H](C2=C(C=CC=C2CC1)Cl)O